CN1N=C(N=N1)C1=CC=C2C=CN=C(C2=C1)NCCN1C(C2=CC3=C(N=CC=C3N2CC1)OCC(F)(F)F)=O 11-[2-[[7-(2-methyltetrazol-5-yl)-1-isoquinolyl]amino]ethyl]-6-(2,2,2-trifluoroethoxy)-1,5,11-triazatricyclo[7.4.0.02,7]trideca-2,4,6,8-tetraen-10-one